ClCCC(=O)NC1=C(C(=CC=C1)F)F 3-chloro-N-(2,3-difluorophenyl)propanamide